FC1=CC=C(C2=C1OCO2)C2=C(NC=1N=C(N=C(C12)C)N)C 5-(7-fluoro-1,3-benzodioxol-4-yl)-4,6-dimethyl-7H-pyrrolo[2,3-d]pyrimidin-2-amine